(9aR,10S)-10-((R)-(2-Fluoro-3-methylphenyl)(o-tolyl)methyl)-4-hydroxy-8,9,9a,10-tetrahydro-7H-pyrrolo[1',2':4,5]pyrazino[1,2-b]pyridazin-3,5-dion FC1=C(C=CC=C1C)[C@H]([C@H]1[C@@H]2N(C(C=3N1N=CC(C3O)=O)=O)CCC2)C2=C(C=CC=C2)C